N-(7-allyl-7-azaspiro[3.5]nonan-2-yl)-N-phenylfuran-2-carboxamide hydrochloride Cl.C(C=C)N1CCC2(CC(C2)N(C(=O)C=2OC=CC2)C2=CC=CC=C2)CC1